5-fluoro-2-iodo-N-(1-methyl-1H-1,2,3-triazol-4-yl)benzamide FC=1C=CC(=C(C(=O)NC=2N=NN(C2)C)C1)I